OC[C@H](C1=CC(=CC=C1)I)N1C(C=C(C=C1)C=1C=C2C(=NNC2=CC1)C=1C=NC(=CC1)OC(C)C)=O (S)-1-(2-hydroxy-1-(3-iodophenyl)ethyl)-4-(3-(6-isopropoxypyridin-3-yl)-1H-indazol-5-yl)pyridin-2(1H)-one